ClC1=CC(=C(COC2=CC=CC(=N2)N2C[C@@H](N(CC2)CC2=NC3=C(N2CC=2OC=CN2)C=CC=C3)C)C=C1)F 2-{[(2S)-4-{6-[(4-Chloro-2-fluorobenzyl)oxy]pyridin-2-yl}-2-methylpiperazin-1-yl]methyl}-1-(1,3-oxazol-2-ylmethyl)-1H-benzimidazol